10-(4-Chlorophenyl)-8-cyclopropyl-7,8-dihydropyrazino[1',2':1,5]pyrrolo[3,2-d]pyrimidin-9(6H)-one ClC1=CC=C(C=C1)C1=C2N(C3=C1N=CN=C3)CCN(C2=O)C2CC2